CN(CCCNC1=NC=2N(C(=C1)C1=CC=C(C#N)C=C1)N=CN2)C 4-(5-{[3-(dimethylamino)propyl]amino}-[1,2,4]triazolo[1,5-a]pyrimidin-7-yl)benzonitrile